FC1=C(C=CC=C1)C1=NC(=NC=2[C@]3([C@H](CCC12)[C@H](C(C(=C3)C#N)=O)C)C3=CC=CC=C3)C3=CC=NC1=CC=CC=C31 (6aR,7R,10aS)-4-(2-fluorophenyl)-7-methyl-8-oxo-10a-phenyl-2-(quinolin-4-yl)-5,6,6a,7,8,10a-hexahydrobenzo[h]quinazoline-9-carbonitrile